C(C)(C)(C)OC(=O)N1[C@H]([C@H](CC1)N(C)CC1=CC=CC=C1)C cis-tert-butyl-3-(benzyl(methyl)amino)-2-methylpyrrolidine-1-carboxylate